N1=CN=CC=2C=NC=3N(C21)CCN3 8,9-dihydroimidazo[1,2-a]pyrimido[5,4-e]pyrimidine